C(C)(C)(C)N1CCC(CC1)N1N=NC(=C1)[C@H](C1=C(N=CS1)C)NC=1C=C2C(=C(C=NC2=C(C1)Cl)C#N)NC1=C(C(=C(C=C1)Cl)Cl)F (R)-6-(((1-(1-(tert-butyl)piperidin-4-yl)-1H-1,2,3-triazol-4-yl)(4-methylthiazol-5-yl)methyl)amino)-8-chloro-4-((3,4-dichloro-2-fluorophenyl)amino)quinoline-3-carbonitrile